2-cyano-N-(5-(thiophen-2-yl)-1,3,4-thiadiazole-2-yl)acetamide methyl-(E)-4-butyldec-2-enoate COC(\C=C\C(CCCCCC)CCCC)=O.C(#N)CC(=O)NC=1SC(=NN1)C=1SC=CC1